FC(C(=O)O)(F)F.ClC1=CC(=C(COC=2C(=NC=CN2)C2CCN(CC2)CC2=NC3=C(N2CC=2OC=CN2)C=C(C=C3)C(=O)O)C=C1)F 2-[(4-{3-[(4-chloro-2-fluorobenzyl)oxy]pyrazin-2-yl}piperidin-1-yl)methyl]-1-(1,3-oxazol-2-ylmethyl)-1H-benzimidazole-6-carboxylic acid, trifluoroacetate salt